1-benzyl-3-phenyl-pyrrolidin-3-ol C(C1=CC=CC=C1)N1CC(CC1)(O)C1=CC=CC=C1